NC=1C2=C(C(NN1)=O)N(C(=C2C2=CC=C(C=C2)C(=O)N2CCCC2)C2=CC=C(C=C2)NC(C(=C)C)=O)C N-(4-(4-amino-1-methyl-7-oxo-3-(4-(pyrrolidine-1-carbonyl)phenyl)-6,7-dihydro-1H-pyrrolo[2,3-d]pyridazin-2-yl)phenyl)methacrylamide